O=C1N(C(C2=CC=CC=C12)=O)OS(=O)(=O)C(F)(F)F trifluoromethanesulfonic acid 1,3-dioxoisoindolin-2-yl ester